1-methoxy-2-(4-(4-methoxyphenyl)-6-(3-nitrophenyl)pyrimidin-2-yl)guanidine hydrochloride Cl.CONC(=NC1=NC(=CC(=N1)C1=CC=C(C=C1)OC)C1=CC(=CC=C1)[N+](=O)[O-])N